4-(4-((1-methyl-1H-indol-6-yl)sulfonyl)piperazin-1-yl)phenol CN1C=CC2=CC=C(C=C12)S(=O)(=O)N1CCN(CC1)C1=CC=C(C=C1)O